3-(3-(3-((tert-butyl-dimethylsilyl)oxy)-2-fluoropropoxy)-4-nitro-1H-pyrazol-1-yl)-2,5-dimethylpyridine [Si](C)(C)(C(C)(C)C)OCC(COC1=NN(C=C1[N+](=O)[O-])C=1C(=NC=C(C1)C)C)F